C1(=CCCCC1)B(O)O 1-CYCLOHEXEN-1-YL-BORONIC ACID